5'-fluorospiro[cyclopropane-1,2'-indoline]-3'-one FC=1C=C2C(C3(NC2=CC1)CC3)=O